C(C)OC=1C=C(C=2N(C1)N=C1C2C=NN1)C=1C=NC(=CC1)N1C2CN(C(C1)CC2)CC=2C=NC(=CC2)OC 6-ethoxy-4-(6-(5-((6-methoxypyridin-3-yl)methyl)-2,5-diazabicyclo[2.2.2]octan-2-yl)pyridin-3-yl)-1H-pyrazolo[3',4':3,4]pyrazolo[1,5-a]pyridine